C(#N)C1=CC=C(C=C1)[C@@H]1COC2=C(O1)C=CC=C2C2CCN(CC2)CC2=NC1=C(N2C[C@H]2OCC2)C=C(C=C1)C(=O)O 2-((4-((R)-2-(4-Cyanophenyl)-2,3-dihydrobenzo[b][1,4]dioxin-5-yl)piperidin-1-yl)methyl)-1-(((S)-oxetan-2-yl)methyl)-1H-benzo[d]imidazole-6-carboxylic acid